7-iso-butyl-1,4-dimethylazulene C(C(C)C)C1=CC=C(C2=CC=C(C2=C1)C)C